Methyl (3S)-1-(5-bromo-6-fluoropyrazin-2-yl)pyrrolidine-3-carboxylate BrC=1N=CC(=NC1F)N1C[C@H](CC1)C(=O)OC